NC1=NC=NC(=N1)N 2,4-diaminosym-triazine